OCC(C(CO)CC)O 1-(hydroxymethyl)-2-ethylpropane-1,3-diol